C(#N)[C@@H](C[C@@H]1C(NCC1)=O)NC(=O)[C@H]1N([C@@H]2CC([C@H]1CC2)(F)F)C(=O)C=2NC1=CC(=CC(=C1C2)C(F)F)F (1S,3S,4S)-N-((R)-1-cyano-2-((R)-2-oxopyrrolidin-3-yl)ethyl)-2-(4-(difluoromethyl)-6-fluoro-1H-indole-2-carbonyl)-5,5-difluoro-2-azabicyclo[2.2.2]octane-3-carboxamide